1-(3-ethoxyphenyl)-3-isopropyl-N-(3-methyl-1,1-dioxo-thietan-3-yl)-2-oxo-benzimidazole-5-carboxamide C(C)OC=1C=C(C=CC1)N1C(N(C2=C1C=CC(=C2)C(=O)NC2(CS(C2)(=O)=O)C)C(C)C)=O